5-((6-chloro-5-(4'-((3-(((2-hydroxyethyl)amino)methyl)azetidin-1-yl)methyl)-[1,1'-biphenyl]-4-yl)-1H-imidazo[4,5-b]pyridin-2-yl)oxy)-2-methylbenzoic acid ClC=1C=C2C(=NC1C1=CC=C(C=C1)C1=CC=C(C=C1)CN1CC(C1)CNCCO)N=C(N2)OC=2C=CC(=C(C(=O)O)C2)C